trimethyldiphenylpropylamine CC(CC(C1C=CC=CC=1)C1C=CC=CC=1)N(C)C